(2-vinyl-5-fluoropyridin-4-yl)-1-{[2-(trimethylsilyl)ethoxy]methyl}pyrazole-3-carboxylic acid methyl ester COC(=O)C1=NN(C=C1C1=CC(=NC=C1F)C=C)COCC[Si](C)(C)C